COC=1C=C(C=CC1)C=1OC2=C(S(N1)(=O)=O)C=C(C=C2)C 3-(3-methoxyphenyl)-7-methylbenzo[e][1,4,3]oxathiazine-1,1-dioxide